C[Si](O[C@@]12CCCC[C@H]2[C@@H]1\C=C\C1=CC=CC=C1)(C)C trimethyl-(((1R,6S,7S)-7-((E)-styryl)bicyclo[4.1.0]Heptane-1-yl)oxy)silane